NC=1C(=NC(=NC1C(NC1=CC=CC2=CC=CC(=C12)C(=C)C)=O)OC[C@H]1N(CCC1)C)N1C[C@@H](N(CC1)C(=O)OCC1=CC=CC=C1)CC#N benzyl (S)-4-(5-amino-2-(((S)-1-methylpyrrolidin-2-yl)methoxy)-6-((8-(prop-1-en-2-yl)naphthalen-1-yl)carbamoyl)pyrimidin-4-yl)-2-(cyanomethyl)piperazine-1-carboxylate